tert-butylcarbonyl-threonine C(C)(C)(C)C(=O)N[C@@H]([C@H](O)C)C(=O)O